6-phenyl-3-((tetrahydro-2H-pyran-4-yl)methyl)pyrimidin-4(3H)-one C1(=CC=CC=C1)C1=CC(N(C=N1)CC1CCOCC1)=O